NCCC(=O)[O-] 3-aminopropionate